ClC(=O)[C@@H]1CC[C@H](CC1)CNC(OC(C)(C)C)=O tert-Butyl ((trans-4-(chlorocarbonyl)cyclohexyl)methyl)-carbamate